(S)-6-((4-((2-hydroxy-1-phenylethyl)amino)-5-(5-(2-hydroxypropan-2-yl)-1,3,4-oxadiazol-2-yl)pyrimidin-2-yl)amino)-1-methyl-1,2-dihydro-3H-pyrazolo[3,4-b]pyridin-3-one OC[C@H](C1=CC=CC=C1)NC1=NC(=NC=C1C=1OC(=NN1)C(C)(C)O)NC1=CC=C2C(=N1)N(NC2=O)C